C(CC)C(C(=O)[O-])CC(=O)[O-] n-propylsuccinate